(5S,7S)-5-(2-chlorophenyl)-7-fluoro-2-((S)-(fluoromethyl)sulfinyl)-6,7-dihydro-5H-pyrrolo[1,2-b][1,2,4]triazole ClC1=C(C=CC=C1)[C@@H]1C[C@@H](C=2N1N=C(N2)[S@](=O)CF)F